NC1=NC=CC(=C1Cl)OC1=C(C=C(C=C1)NC(=O)C=1C(N(N(C1C)C)C1=CC=CC=C1)=O)F (4-((2-amino-3-chloropyridin-4-yl)oxy)-3-fluorophenyl)-1,5-dimethyl-3-keto-2-phenyl-2,3-dihydro-1H-pyrazole-4-carboxamide